methyl 6-(cis-4-methylcyclohexyl)-5-oxo-6,7,8,9-tetrahydro-5H-benzo[7]annulene-2-carboxylate C[C@H]1CC[C@H](CC1)C1C(C2=C(CCC1)C=C(C=C2)C(=O)OC)=O